C(#N)CC(=O)NCC1=CC=CC2=CC=CC=C12 2-cyano-N-(naphthalen-1-ylmethyl)acetamide